ClC1=C(C(=CC=C1)F)N1C=2N(C3=C(C1=O)C=NC(=N3)NC3=CC=C1C4(CN(CC1=C3)C(C(C)(C)C)=O)CC4)C=CN2 6-(2-chloro-6-fluorophenyl)-2-{[2'-(2,2-dimethylpropanoyl)-2',3'-dihydro-1'H-spiro[cyclopropane-1,4'-isoquinolin]-7'-yl]amino}imidazo[1,2-a]pyrimido[5,4-e]pyrimidin-5(6H)-one